FC(CC=1C(=NC(=NC1OC)NS(=O)(=O)C1=CNC2=C1C=CC=1C=CC=NC21)OC)F N-[5-(2,2-difluoroethyl)-4,6-dimethoxy-pyrimidin-2-yl]-1H-pyrrolo[3,2-h]quinoline-3-sulfonamide